CC(COOC(C)(C)C)C#CC(C)C 2,5-dimethyl-t-butylperoxyhexyne